C(CCCCCCCCCCCCCCC)=CC(=O)[O-] 1-hexadecyl-1-ylacetate